CC1=CC=C(C=C1)C=1N=C2N(C=CN=C2)C1NC=1C=C(C(=O)O)C=CC1 3-[[2-(4-methyl-phenyl)imidazo[1,2-a]pyrazin-3-yl]amino]benzoic acid